5-(5-methyl-1H-tetrazol-1-yl)phenol CC1=NN=NN1C=1C=CC=C(C1)O